C(CCC)CC(=O)O.C(C)(=O)O acetate (n-butyl acetate)